C1(CC1)C1=CN=C(C2=CC=CC(=C12)S(=O)(=O)N1C(CNCCC1)C)O 4-cyclopropyl-5-((2-methyl-1,4-diazacycloheptan-1-yl)sulfonyl)isoquinolin-1-ol